FC=1C=C(C=C(C1)F)CCOC(C)C=1C(=C2NC1C=C1C=C(C(=N1)C=C1C=CC(N1)=CC=1C=CC(N1)=C2)C(C)OCCC2=CC(=CC(=C2)F)F)[2H] 3,8-bis[1-(2-(3,5-difluorophenyl)ethoxy)ethyl]Deuteroporphyrin